OC=1C=C2C(NC(C2=CC1)=O)C1=C(NC2=CC=CC=C12)CNCC1=CC=C2C(=CNC2=C1)CC=1N=CN(C1)C 5-hydroxy-3-[2-({[3-(1-methyl-1H-imidazol-4-ylmethyl)-1H-indol-6-ylmethyl]-amino}-methyl)-1H-indol-3-yl]-2,3-dihydro-isoindol-1-one